OCC1=C(SC2=C1CCOC21CC(N(C(C1)C)C(=O)OC(C)(C)C)C)C(F)(F)F tert-butyl (2R,6S)-3-(hydroxymethyl)-2',6'-dimethyl-2-(trifluoromethyl)spiro[4,5-dihydrothieno[2,3-c]pyran-7,4'-piperidine]-1'-carboxylate